3-methyl-1,4-cyclohexanediol CC1CC(CCC1O)O